CC[C@H](C)[C@H]1C(=O)N[C@H](C(=O)NCC(=O)N[C@H](C(=O)N[C@H](C(=O)NCC(=O)N[C@H](C(=O)N[C@H](C(=O)N[C@H](C(=O)N[C@H](C(=O)N[C@@H](CSSC[C@H]2C(=O)NCC(=O)N[C@H](C(=O)NCC(=O)N[C@H](C(=O)N[C@H](C(=O)N[C@@H](CSSC[C@@H](C(=O)N[C@H](C(=O)NCC(=O)N[C@H](C(=O)N[C@H](C(=O)N[C@H](C(=O)N2)C(C)C)CC(=O)N)CO)CCC(=O)O)NC(=O)[C@H](CC(C)C)NC(=O)[C@@H]3CSSC[C@@H](C(=O)N[C@H](C(=O)N[C@H](C(=O)N[C@H](C(=O)NCC(=O)N[C@H](C(=O)N[C@H](C(=O)N[C@H](C(=O)N3)CC(C)C)CC(=O)N)CCC(=O)N)CO)CCC(=O)O)[C@@H](C)O)NC(=O)[C@H](CC(=O)O)NC(=O)[C@H]([C@@H](C)O)NC(=O)[C@H](CC4=CC=C(C=C4)O)NC(=O)[C@H]([C@@H](C)O)NC(=O)[C@H](CC(C)C)N)C(=O)N1)CCCCN)CC(=O)N)CCC(=O)N)C(=O)N[C@@H](C(C)C)C(=O)N[C@@H]([C@@H](C)O)C(=O)NCC(=O)N[C@@H](CCC(=O)O)C(=O)NCC(=O)N[C@@H]([C@@H](C)O)C(=O)N5CCC[C@H]5C(=O)N[C@@H](CCCCN)C(=O)N6CCC[C@H]6C(=O)N[C@@H](CCC(=O)N)C(=O)N[C@@H](CO)C(=O)N[C@@H](CC7=CNC=N7)C(=O)N[C@@H](CC(=O)N)C(=O)N[C@@H](CC(=O)O)C(=O)NCC(=O)N[C@@H](CC(=O)O)C(=O)N[C@@H](CC8=CC=CC=C8)C(=O)N[C@@H](CCC(=O)O)C(=O)N[C@@H](CCC(=O)O)C(=O)N[C@@H]([C@@H](C)CC)C(=O)N9CCC[C@H]9C(=O)N[C@@H](CCC(=O)O)C(=O)N[C@@H](CCC(=O)O)C(=O)N[C@@H](CC1=CC=C(C=C1)O)C(=O)N[C@@H](CC(C)C)C(=O)N[C@@H](CCC(=O)N)C(=O)O)CCC(=O)N)CC(=O)N)CCCCN)CCC(=O)O)CC(=O)O)CO)CC(C)C The molecule is a heterodetic cyclic peptide composed of 65 amino acids joined in sequence and cyclised by three disulfide bridges between cysteine residues 6-14, 16-28 and 22-39. It is a highly specific inhibitor of thrombin and used as an anticoagulant in patients with heparin-induced thrombocytopenia. It has a role as an EC 3.4.21.5 (thrombin) inhibitor and an anticoagulant. It is a polypeptide, a heterodetic cyclic peptide and an organic disulfide.